N-(1-(4-chlorophenyl)ethenyl)acetamide ClC1=CC=C(C=C1)C(=C)NC(C)=O